N[C@@H](C)C(=O)O.[Na] racemic-sodium alanine